N-[2-(4,5-diphenyloxazol-2-yl)ethyl]acetamide C1(=CC=CC=C1)C=1N=C(OC1C1=CC=CC=C1)CCNC(C)=O